NC=1SC(=C(N1)C)C(C)=O 1-(2-amino-4-methylthiazol-5-yl)ethan-1-one